C(C)(C)(C)OC(NC=1C=NC=C(C1C)Br)=O N-(5-bromo-4-methylpyridin-3-yl)carbamic acid tert-butyl ester